CC(C)(\C=C\CC(C=C)=C)O (E)-2-Methyl-6-methylene-3,7-octadien-2-ol